C(C1=CC=CC=C1)OC1=CC(=C(C=C1)C(C(CC1CCCC1)=O)C1=CC=C(C=C1)Br)CO[Si](C)(C)C(C)(C)C 1-[4-benzyloxy-2-[[tert-butyl(dimethyl)silyl]oxymethyl]phenyl]-1-(4-bromophenyl)-3-cyclopentyl-propan-2-one